BrC1=C(C=NNC(N)=N)C=CC=C1 2-(2-Bromobenzylidene)hydrazinecarboximidamide